1-fluoro-N-((5-fluoro-6-(isoxazol-3-ylmethoxy)-1H-indol-2-yl)methyl)cyclopropane-1-carboxamide FC1(CC1)C(=O)NCC=1NC2=CC(=C(C=C2C1)F)OCC1=NOC=C1